2-heptadienyl-4,5-dihydro-1,3-oxazine C(=CC=CCCC)C=1OCCCN1